ClC1=CC(=C(C=C1)S(=O)(=O)N[C@@H](CC1=C(C(=CC=C1F)C)C)C=1OC(NN1)=O)OC (S)-4-chloro-N-(2-(6-fluoro-2,3-dimethylphenyl)-1-(5-oxo-4,5-dihydro-1,3,4-oxadiazol-2-yl)ethyl)-2-methoxybenzenesulfonamide